tin oleate C(CCCCCCC\C=C/CCCCCCCC)(=O)[O-].[Sn+4].C(CCCCCCC\C=C/CCCCCCCC)(=O)[O-].C(CCCCCCC\C=C/CCCCCCCC)(=O)[O-].C(CCCCCCC\C=C/CCCCCCCC)(=O)[O-]